OC(CO)C1=C(C2=C(N=C(C(N2)=O)CC)C=N1)F 7-(1,2-dihydroxyethyl)-3-ethyl-8-fluoropyrido[3,4-b]pyrazin-2(1H)-one